5,12b-(epiminoethano)phenanthro[3,2-e][1,2,4]triazin-10-amine C1C23C4=CC=5N=C(N=NC5C=C4C=C(C2=CC=C1)NCC3)N